ClC1=CC2=C(C(NN=C2C(C)C)=O)C=N1 7-chloro-1-isopropylpyrido[3,4-d]pyridazin-4(3H)-one